[Si](C)(C)(C(C)(C)C)OCCC1=C(C=CC=C1)C=1C=CC(=C(C1)NS(=O)(=O)C=1C=C(C(=O)OC)C=C(C1OC)Cl)F methyl 3-[[5-[2-[2-[tert-butyl(dimethyl)silyl]oxyethyl]phenyl]-2-fluoro-phenyl]sulfamoyl]-5-chloro-4-methoxybenzoate